(R)-2-chloro-6-morpholino-N-(1-(3-nitro-5-(trifluoromethyl)phenyl)ethyl)quinazolin-4-amine ClC1=NC2=CC=C(C=C2C(=N1)N[C@H](C)C1=CC(=CC(=C1)C(F)(F)F)[N+](=O)[O-])N1CCOCC1